C(C)OC(=O)C=1C2C=CNC2N=CC1 3a,7a-dihydro-1H-7-azaindole-4-carboxylic acid ethyl ester